(R)-4-(N-(tert-Butoxycarbonyl)-N-methyl-L-leucyl)morpholine-3-carboxylic acid C(C)(C)(C)OC(=O)N([C@@H](CC(C)C)C(=O)N1[C@H](COCC1)C(=O)O)C